(2R,3R)-1-((tert-butyldiphenylsilyl)oxy)-3-((tetrahydro-2H-pyran-2-yl)oxy)butan-2-amine [Si](C1=CC=CC=C1)(C1=CC=CC=C1)(C(C)(C)C)OC[C@H]([C@@H](C)OC1OCCCC1)N